6-(2,6-dichlorophenyl)-N-(3-fluoro-4-(4-methylpiperazin-1-yl)phenyl)pyrimido[5,4-c][2,6]naphthyridin-2-amine ClC1=C(C(=CC=C1)Cl)C1=NC2=C(C=3C=NC=CC13)N=C(N=C2)NC2=CC(=C(C=C2)N2CCN(CC2)C)F